bis(3-hydroxypropyl)dimethylsilane OCCC[Si](C)(C)CCCO